C(CC)(=O)N1[C@H](CNCC1)C(F)(F)F (R)-4-propionyl-3-(trifluoromethyl)piperazin